(S)-((((2R,3R,5R)-5-(4-amino-2-carbonylpyrimidin-1(2H)-yl)-4,4-difluoro-3-hydroxytetrahydrofuran-2-yl) methoxy) (bicyclo[1.1.1]pentan-1-oxy) phosphino)-L-alaninate NC1=NC(N(C=C1)[C@H]1C([C@@H]([C@H](O1)COP(OC12CC(C1)C2)N[C@@H](C)C(=O)[O-])O)(F)F)=C=O